C1(CCC1)C([C@@H](C(=O)NC1=CC=C(C=C1)C=1C(=NNC1C)C)NC(=O)C=1N(N=NC1)C)C1CCC1 N-[(1S)-1-[di(cyclobutyl)methyl]-2-[4-(3,5-dimethyl-1H-pyrazol-4-yl)anilino]-2-oxo-ethyl]-3-methyl-triazole-4-carboxamide